ClC1=C(C2=C(N=C(O2)SC)C=C1)N[C@H](C)C1=C(C=C(C=C1)Cl)Cl (R)-6-chloro-N-(1-(2,4-dichlorophenyl)ethyl)-2-(methylthio)benzo[d]oxazol-7-amine